CS(=O)(=O)C1=CC=C2C(=CNC2=C1)S(=O)(=O)NC1=C(C=C(C(=C1)F)F)F 6-methylsulfonyl-N-(2,4,5-trifluorophenyl)-1H-indole-3-sulfonamide